BrCC(=O)[C@H]1CN(C[C@H]1CC)C(=O)OCC1=CC=CC=C1 (3R,4S)-benzyl 3-(2-bromoacetyl)-4-ethylpyrrolidinecarboxylate